O=C1NC(CCC1N1C(C2=CC=C(C=C2C1=O)N1C[C@H](CC1)CN1CCN(CC1)C1=C(C=C(C(=C1)OC)[N+](=O)[O-])C=1C=NN(C1)C)=O)=O 2-(2,6-dioxopiperidin-3-yl)-5-((R)-3-((4-(5-methoxy-2-(1-methyl-1H-pyrazol-4-yl)-4-nitrophenyl)piperazin-1-yl)methyl)pyrrolidin-1-yl)isoindoline-1,3-dione